NC=1C=2N(C3=CC(=C(C=C3N1)F)C(=O)N(C)[C@@H]1COC3=C1C(=CC(=C3)C(F)(F)F)F)C=NC2 (S)-4-amino-7-fluoro-N-(4-fluoro-6-(trifluoromethyl)-2,3-dihydrobenzofuran-3-yl)-N-methylimidazo[1,5-a]quinoxaline-8-carboxamide